C(CCCCC)OC(CCOCCCN)(CCC)CC 3-hexyloxy-3-(2-ethyl)hexyloxypropylamine